BrC=1C(=CC(=C(C=O)C1)[N+](=O)[O-])OC(C)C 5-bromo-4-isopropoxy-2-nitro-benzaldehyde